BrCC(=O)NC1=C(C=C(C=C1)S(F)(F)(F)(F)F)Cl 2-bromo-N-[2-chloro-4-(pentafluoro-λ6-sulfanyl)phenyl]acetamide